FC(CNC(=O)C=1C=NN2C1C=C(C=C2)C2=CNC=1N=C(N=CC12)NC1CCN(CC1)C)F N-(2,2-difluoroethyl)-5-(2-((1-methylpiperidin-4-yl)amino)-7H-pyrrolo[2,3-d]pyrimidin-5-yl)pyrazolo[1,5-a]pyridine-3-carboxamide